CNC=1C=NC2=CC=C(N=C2C1)C=1C(=NNC1)C1=NC(=CC=C1)C N-methyl-6-[3-(6-methyl-2-pyridyl)-1H-pyrazol-4-yl]-1,5-naphthyridin-3-amine